ClC=1C=C(C=CC1F)CNC1=C2C(=NC(=N1)NCC1(CC1)NC(OC(C)(C)C)=O)N(N=C2)C tert-Butyl N-[1-[[[4-[(3-chloro-4-fluoro-phenyl)methylamino]-1-methyl-pyrazolo[3,4-d]pyrimidin-6-yl]amino]methyl]cyclopropyl]carbamate